CN(C)CC1=CC=C(C=C1)NC(NC=1C=C(C(=O)OC(C)(C)C)C=C(C1)NC(=O)NC1=CC=C(C=C1)CN(C)C)=O Tert-butyl 3,5-bis(3-(4-((dimethylamino)methyl)phenyl)ureido)benzoate